m-xylenesebacamide methyl-2-((3-chloro-4-fluoro-2-formylphenyl)amino)-4,5-difluoro-benzoate COC(C1=C(C=C(C(=C1)F)F)NC1=C(C(=C(C=C1)F)Cl)C=O)=O.C1(=C(C(=CC=C1)C)C(CCCCCCCC(=O)N)C(=O)N)C